2-Methoxy-2-oxoethyl malonate C(CC(=O)[O-])(=O)OCC(=O)OC